5-bromo-1-((2R,4S,5R)-5-ethyl-4-hydroxy-5-(hydroxymethyl)tetrahydrofuran-2-yl)-4-hydroxypyrimidin-2(1H)-one BrC=1C(=NC(N(C1)[C@@H]1O[C@@]([C@H](C1)O)(CO)CC)=O)O